C1(=CC=CC=C1)S(=O)(=O)N(F)S(=O)(=O)C1=CC=CC=C1 bis(phenylsulfonyl)(fluoro)amine